C(=C)C(C=C)[SiH2]C=C[Si](C=C)(C=C)C=C[SiH2]C(C=C)C=C bis[2-(divinylmethylsilyl)vinyl]divinylsilane